Methyl 3-furancarboxylate O1C=C(C=C1)C(=O)OC